methyl β-hexylaminopropionate C(CCCCC)NCCC(=O)OC